FC1(CN(CC[C@H]1N1CCNCC1)C(=O)OC(C)(C)C)F tert-butyl (4R)-3,3-difluoro-4-(piperazin-1-yl)piperidine-1-carboxylate